2,2,2-trifluoroethyl 2-oxo-2-[rac-(2R,5S)-2-(2,3-dihydrobenzofuran-4-yl)-5-methyl-1-piperidyl]acetate O=C(C(=O)OCC(F)(F)F)N1[C@H](CC[C@@H](C1)C)C1=CC=CC2=C1CCO2 |r|